C(CCCCCCC)OC(CCCCCCC\C=C/CCCCCC)=O (Z)-9-hexadecenoic acid n-octyl ester